4-(6-mercaptohexanoyl)benzyl alcohol SCCCCCC(=O)C1=CC=C(CO)C=C1